C(C1=CC=CC=C1)N1N=C(C(=C1)F)C(=O)NC1C(N(C2=C(OC1)C=CC(=C2)C#CC2=NC(=CC=C2)C)C)=O 1-benzyl-4-fluoro-N-(5-methyl-7-((6-methylpyridin-2-yl)ethynyl)-4-oxo-2,3,4,5-tetrahydrobenzo[b][1,4]oxazepin-3-yl)-1H-pyrazole-3-carboxamide